P(OC1=C(C=CC=C1)C(C)(C)C)(OC1=C(C=C(C=C1)C(C)(C)C)C(C)(C)C)OC1=C(C=C(C=C1)C(C)(C)C)C(C)(C)C t-butylphenyl bis(2,4-di-t-butylphenyl) phosphite